bis-(4-t-butylphenyl)-iodonium chloride [Cl-].C(C)(C)(C)C1=CC=C(C=C1)[I+]C1=CC=C(C=C1)C(C)(C)C